6-(2-methoxy-4-(5-methyl-1,2,4-oxadiazol-3-yl)phenyl)pyridin-3-amine COC1=C(C=CC(=C1)C1=NOC(=N1)C)C1=CC=C(C=N1)N